O[C@H]1C[C@H]2C(C([C@H]3[C@@H]4CC[C@H]([C@@H](CCC(=O)O)C)[C@]4(CC[C@@H]3[C@]2(CC1)C)C)=O)=CC 3α-hydroxy-6-ethyliden-7-keto-5β-cholanic acid